BrC=1C=C(N)C=CC1N1C[C@@H](N([C@@H](C1)C)C)C 3-bromo-4-((3s,5r)-3,4,5-trimethylpiperazin-1-yl)aniline